3-(1-(methyl-d3)piperidin-4-yl)-1H-indol-4-yl dihydrogen phosphate P(=O)(OC1=C2C(=CNC2=CC=C1)C1CCN(CC1)C([2H])([2H])[2H])(O)O